N-(3-(((8-isopropyl-2-((tetrahydro-2H-pyran-4-yl)amino)pyrazolo[1,5-a][1,3,5]triazin-4-yl)amino)methyl)phenyl)-1-(vinylsulfonyl)piperidine-2-carboxamide C(C)(C)C=1C=NN2C1N=C(N=C2NCC=2C=C(C=CC2)NC(=O)C2N(CCCC2)S(=O)(=O)C=C)NC2CCOCC2